2-phenyl-4-(3'-(3,5,6-triphenylpyrazin-2-yl)-[1,1'-biphenyl]-3-yl)benzo[h]quinazoline C1(=CC=CC=C1)C1=NC2=C3C(=CC=C2C(=N1)C=1C=C(C=CC1)C1=CC(=CC=C1)C1=NC(=C(N=C1C1=CC=CC=C1)C1=CC=CC=C1)C1=CC=CC=C1)C=CC=C3